O1COC2=C1C=CC(=C2)CC2(NC(=NC(=C2)C=2C=C(C(=CC2)F)C2=CC(=C(C=C2)F)Cl)N)N 4-(benzo[d][1,3]dioxol-5-ylmethyl)-6-(3'-chloro-4',6-difluoro-[1,1'-biphenyl]-3-yl)pyrimidine-2,4-diamine